C1(CC1)C(=O)NC1=CC(=C(N=N1)C(=O)NC)NC1=NN2C(C=CC(=C2)N2CCC(CC2)N2CC(C2)N(C)C)=N1 6-(cyclopropanecarboxamido)-4-((6-(4-(3-(dimethylamino)azetidin-1-yl)piperidin-1-yl)-[1,2,4]triazolo[1,5-a]pyridin-2-yl)amino)-N-methylpyridazine-3-carboxamide